FC=1C(=C(C=CC1)NC1=C2C(=NC(=C1)NC1=CN=C(C(=N1)C#N)C(C)(C)OC)NN(C2=O)C)OC 6-((4-((3-fluoro-2-methoxyphenyl)amino)-2-methyl-3-oxo-2,3-dihydro-1H-pyrazolo[3,4-b]pyridin-6-yl)amino)-3-(2-methoxypropan-2-yl)pyrazine-2-carbonitrile